C(C)(C)(C)OC(=O)N1C[C@H]([C@@H](CC1)COS(=O)(=O)C)F (trans)-3-fluoro-4-(methylsulfonyloxymethyl)piperidine-1-carboxylic acid tert-butyl ester